(S)-N8-isopropyl-N2-(piperidin-3-yl)-6-(trifluoromethyl)pyrido[3,4-d]pyrimidine-2,8-diamine C(C)(C)NC1=NC(=CC2=C1N=C(N=C2)N[C@@H]2CNCCC2)C(F)(F)F